[Si](C)(C)(C(C)(C)C)NS(=O)(=N)C1=CC=C(C=C1)C N-(tert-butyldimethylsilyl)-4-methylbenzenesulfonimidamide